(E)-N-{4-[3-chloro-4-(pyridine-2-yl-methoxy)anilino]-3-cyano-7-ethoxyquinolin-6-yl}-4-(dimethylamino)but-2-enamide ClC=1C=C(NC2=C(C=NC3=CC(=C(C=C23)NC(\C=C\CN(C)C)=O)OCC)C#N)C=CC1OCC1=NC=CC=C1